butanoyloxymethyl (3R)-2-hydroxy-7-methoxy-3-(1,3,4-thiadiazol-2-ylsulfanyl)-3,4-dihydro-1,2-benzoxaborinine-8-carboxylate OB1OC2=C(C[C@@H]1SC=1SC=NN1)C=CC(=C2C(=O)OCOC(CCC)=O)OC